C(C)C(C(C(C(=O)O)(CC)CC)(C(=O)O)O)C(=O)O.C(C)C(C(=O)O)C(O)(C(=O)O)CC(=O)O.C(C)(C)C(C(=O)O)CCCCCCCCCCCC.C(CCCCCCCCCCCCC)(=O)OC(C)C Isopropyl Myristate (isopropyl tetradecanoate) Ethyl-Citrate (triethyl-2-hydroxy-1,2,3-propanetricarboxylate)